1-(3-cyclohexylidenepropyl)-4-(trifluoromethoxy)benzene C1(CCCCC1)=CCCC1=CC=C(C=C1)OC(F)(F)F